2-{8-[(4-bromo-5-fluoro-2-methylphenyl)methyl]-3-fluoroimidazo[1,2-a]pyrazin-6-yl}-5-fluoropyrimidin-4-ol BrC1=CC(=C(C=C1F)CC=1C=2N(C=C(N1)C1=NC=C(C(=N1)O)F)C(=CN2)F)C